methyl 5-(2-chloro-5-(trifluoromethyl)phenyl)-1-((5-methyl-1,3,4-oxadiazol-2-yl)methyl)-2-oxo-1,2-dihydropyridine-4-carboxylate ClC1=C(C=C(C=C1)C(F)(F)F)C=1C(=CC(N(C1)CC=1OC(=NN1)C)=O)C(=O)OC